(E)-ethyl 4-(3-chloro-4-(3-o-tolylacryloyloxy)phenyl)-6-methyl-2-oxo-1,2,3,4-tetrahydropyrimidine-5-carboxylate ClC=1C=C(C=CC1OC(\C=C\C1=C(C=CC=C1)C)=O)C1NC(NC(=C1C(=O)OCC)C)=O